5-p-nitrophenyl-10,15,20-triphenyl-porphyrin Zinc(II) [Zn+2].[N+](=O)([O-])C1=CC=C(C=C1)C=1C2=CC=C(N2)C(=C2C=CC(C(=C3C=CC(=C(C=4C=CC1N4)C4=CC=CC=C4)N3)C3=CC=CC=C3)=N2)C2=CC=CC=C2